5-(2-fluoro-4-methoxyphenyl)-4-methyl-N-(2-(1-methylpyrrolidin-2-yl)ethyl)pyrimidin-2-amine, hydrochloride salt Cl.FC1=C(C=CC(=C1)OC)C=1C(=NC(=NC1)NCCC1N(CCC1)C)C